2-bromo-4-(bromomethyl)-1,3-oxazole BrC=1OC=C(N1)CBr